ClC=1C=C(C=CC1Cl)NC(=O)N1C2CCC1CC1=NC=CC=C12 (±)-N-(3,4-dichlorophenyl)-6,7,8,9-tetrahydro-5H-5,8-epiminocyclohepta[b]pyridine-10-carboxamide